2,5-dioxopyrrolidin-1-yl 2-(2,5-dioxopyrrol-1-yl)acetate O=C1N(C(C=C1)=O)CC(=O)ON1C(CCC1=O)=O